3-(chloromethyl)-2-methoxy-pyridine ClCC=1C(=NC=CC1)OC